6-((1-(benzo[d]oxazol-6-ylmethyl)-3-oxoisoindolin-2-yl)methyl)benzo[d]oxazol-2(3H)-one O1C=NC2=C1C=C(C=C2)CC2N(C(C1=CC=CC=C21)=O)CC2=CC1=C(NC(O1)=O)C=C2